FC1=C2C=C(N=NC2=CC(=C1)C=1C=C(C=2N(N1)C=C(N2)C)CO)C2CCN(CC2)CCF (6-{5-fluoro-3-[1-(2-fluoroethyl)piperidin-4-yl]cinnolin-7-yl}-2-methylimidazo[1,2-b]pyridazin-8-yl)methanol